6-chloro-4-((1S,2R)-2-isopropylcyclopropaneyl)pyridazin-3-amine ClC1=CC(=C(N=N1)N)[C@@H]1[C@H](C1)C(C)C